2-(4-bromo-2-fluoro-3-methoxycyclohexyl)-4-(trifluoromethyl)imidazolidine BrC1C(C(C(CC1)C1NCC(N1)C(F)(F)F)F)OC